C=1(C(=CC=CC1)C(=O)O)CCC1=CC=CC=C1 2-bibenzylcarboxylic acid